(2-(Methylmercapto)pyrimidin-4-yl)methanol CSC1=NC=CC(=N1)CO